(R)-(pyrrolidin-3-ylmethyl) carbamate C(N)(OC[C@H]1CNCC1)=O